N-(4-(4-amino-5-(4-((6-methylpyridin-2-yl)oxy)phenyl)-7H-pyrrolo[2,3-d]pyrimidin-6-yl)phenyl)isobutyramide NC=1C2=C(N=CN1)NC(=C2C2=CC=C(C=C2)OC2=NC(=CC=C2)C)C2=CC=C(C=C2)NC(C(C)C)=O